C1(CC1)CN1C(=CC=2C=CC3=C(C12)NC(C3(C)C)=O)C3=NC1=C(N3C)C(=CC(=C1)C(=O)OC)F methyl 2-[8-(cyclopropylmethyl)-3,3-dimethyl-2-oxo-1H-pyrrolo[3,2-g]indol-7-yl]-7-fluoro-1-methyl-benzimidazole-5-carboxylate